(4-((1-((1-(4-chloro-3-(2,4-dioxotetrahydropyrimidin-1(2H)-yl)benzoyl)piperidin-4-yl)methyl)piperidin-4-yl)methoxy)-3,5-dimethoxyphenyl)boronic Acid ClC1=C(C=C(C(=O)N2CCC(CC2)CN2CCC(CC2)COC2=C(C=C(C=C2OC)B(O)O)OC)C=C1)N1C(NC(CC1)=O)=O